pentadecylidenebis(ethyldimethylammonium) C(CCCCCCCCCCCCCC)([N+](C)(C)CC)[N+](C)(C)CC